(R)-6-chloro-3-((1-(3,6-dimethyl-2-(2-methyl-2,6-dihydropyrrolo[3,4-c]pyrazol-5(4H)-yl)-4-oxo-3,4-dihydroquinazolin-8-yl)ethyl)amino)-N-(methylsulfonyl)picolinamide ClC1=CC=C(C(=N1)C(=O)NS(=O)(=O)C)N[C@H](C)C=1C=C(C=C2C(N(C(=NC12)N1CC2=NN(C=C2C1)C)C)=O)C